3-(4-{4-[(morpholin-4-yl)carbonyl]piperidine-1-sulfonyl}phenyl)-1-(pyridin-3-ylmethyl)urea N1(CCOCC1)C(=O)C1CCN(CC1)S(=O)(=O)C1=CC=C(C=C1)NC(NCC=1C=NC=CC1)=O